tri(4-methylphenyl)phosphine CC1=CC=C(C=C1)P(C1=CC=C(C=C1)C)C1=CC=C(C=C1)C